1-methyl-1H-indole-6-carboxylic acid CN1C=CC2=CC=C(C=C12)C(=O)O